BrC=1C=C(SC1C1=CC=C(C=C1)C(C)(C)C)C=1SC=CC1 4-bromo-5-(4-(tert-butyl)phenyl)-2,2'-bithiophene